FC1=C(C(=CC2=C1N=CS2)F)NC2=C1C(=NC=C2F)SC(=C1)[C@H]1[C@H](NCCC1)C 4,6-Difluoro-N-(5-fluoro-2-((2R,3R)-2-methylpiperidin-3-yl)thieno[2,3-b]pyridin-4-yl)benzo[d]thiazol-5-amine